ClC=1C(=CC(=C(C(=O)N2CC3=CC=CC(=C3C2)NC(\C=C\CN(C)C)=O)C1)O)O (E)-N-(2-(5-Chloro-2,4-dihydroxybenzoyl)isoindolin-4-yl)-4-(dimethylamino)but-2-enamide